bi-furfural C(C1=CC=CO1)(CC1=CC=CO1)=O